ClC1=CC2=C(N(C=N2)CCC[C@H]2NCCC[C@@H]2O)C(=C1)C=1C=NN(C1)C1COC1 (2R,3S)-2-(3-(5-chloro-7-(1-(oxetan-3-yl)-1H-pyrazol-4-yl)-1H-benzo[d]imidazol-1-yl)propyl)piperidin-3-ol